N-(4-((4-([1,2,4]triazolo[4,3-c]pyrimidin-7-yloxy)-3-methylphenyl)amino)quinazolin-6-yl)-2-fluoro-3-(1-methylpyrrolidin-2-yl)acrylamide Methyl-(S)-2-amino-2-(4-hydroxyphenyl)acetate COC([C@H](C1=CC=C(C=C1)O)N)=O.N=1N=CN2C=NC(=CC21)OC2=C(C=C(C=C2)NC2=NC=NC1=CC=C(C=C21)NC(C(=CC2N(CCC2)C)F)=O)C